ClC=1C(=C(C=CC1)C1(CNC1)NC1=CC=C2C(C(N(C2=C1)CC1CC1)=O)(C)C)C 6-((3-(3-chloro-2-methylphenyl)azetidin-3-yl)amino)-1-(cyclopropylmethyl)-3,3-dimethylindolin-2-one